ClC=1C=C(C=CC1)[C@@H]1[C@H](C1)C(=O)O |r| rac-(1S,2S)-2-(3-chloro-phenyl)-cyclopropanecarboxylic acid